3-Chloro-2-[(12aR)-8-(cyclopropyloxy)-10-fluoro-1,2,3,4,12,12a-hexahydro-6H-pyrazino[2,1-c][1,4]benzooxazepin-9-yl]phenol ClC=1C(=C(C=CC1)O)C1=C(C2=C(CN3[C@@H](CO2)CNCC3)C=C1OC1CC1)F